NC=1C2=C(N(C(N1)=O)C1=CC(=CC=C1)OC)N=C(C=C2)C2CC2 4-amino-7-cyclopropyl-1-(3-methoxyphenyl)pyrido[2,3-d]pyrimidin-2(1H)-one